C[Si](OC1OCC2C(O1)CCC(O2)C(=O)O)(C)C ((trimethylsilyl)oxy)hexahydropyrano[3,2-d][1,3]dioxine-6-carboxylic acid